N-[4-fluoro-5-(2-morpholin-4-ylpyrimidin-5-yl)-2-[rac-(3R,5S)-3,4,4,5-tetramethylpiperazin-4-ium-1-yl]phenyl]-6-oxo-4-(trifluoromethyl)-1H-pyridine-3-carboxamide FC1=CC(=C(C=C1C=1C=NC(=NC1)N1CCOCC1)NC(=O)C1=CNC(C=C1C(F)(F)F)=O)N1C[C@H]([N+]([C@H](C1)C)(C)C)C |r|